C(C(C)C)NC(C[N+]1=CC2=CC=CC=C2C=C1)=O 2-(2-(isobutylamino)-2-oxoethyl)isoquinolin-2-ium